tert-butyl 4-(2-iodo-4-nitrophenyl)piperazine-1-carboxylate IC1=C(C=CC(=C1)[N+](=O)[O-])N1CCN(CC1)C(=O)OC(C)(C)C